FC1=CC(=C(OCC=2CCN(CC2)C(=O)OC(C)(C)C)C=C1C(=O)OC)I tert-butyl 4-((4-fluoro-2-iodo-5-(methoxycarbonyl)phenoxy)methyl)-3,6-dihydropyridine-1(2H)-carboxylate